C(C)(C)(C)OC(=O)N1CC=2C=CC(=NC2CC1)N=C(C1=CC=CC=C1)C1=CC=CC=C1 2-((diphenylmethylene)amino)-7,8-dihydro-1,6-naphthyridine-6(5H)-carboxylic acid tert-butyl ester